tert-butyl 4-(7-((4-methyl-3-(methylsulfonyl)benzamido)methyl)-1,6-naphthyridin-2-yl)piperazine-1-carboxylate CC1=C(C=C(C(=O)NCC2=NC=C3C=CC(=NC3=C2)N2CCN(CC2)C(=O)OC(C)(C)C)C=C1)S(=O)(=O)C